C1(CC1)C(=O)N1CCN(CC1)C(=O)C=1C=NC2=CC=C(C=C2C1N1CCC2(CCCC2)CC1)F (4-(cyclopropanecarbonyl)piperazin-1-yl)(6-fluoro-4-(8-azaspiro[4.5]decan-8-yl)quinolin-3-yl)methanone